tert-butyl ((2-(3-(3,3-difluoro-1-((4-methyl-4H-1,2,4-triazol-3-yl)methyl)cyclobutyl)phenyl)-3-oxo-7-(trifluoromethyl)isoindolin-5-yl)methyl)(1-methylcyclobutyl)carbamate FC1(CC(C1)(CC1=NN=CN1C)C=1C=C(C=CC1)N1CC2=C(C=C(C=C2C1=O)CN(C(OC(C)(C)C)=O)C1(CCC1)C)C(F)(F)F)F